7-ethyl-6-[[4-(2-pyridinyl)phenyl]methyl]-3-tetrahydropyran-4-yl-imidazo[1,5-a]pyrazin-8-one C(C)N1C(C=2N(C=C1CC1=CC=C(C=C1)C1=NC=CC=C1)C(=NC2)C2CCOCC2)=O